[Cl-].ClC=1C(=NN(C1)C(F)F)C(C)(C)[NH3+] [1-[4-chloro-1-(difluoromethyl)pyrazol-3-yl]-1-methyl-ethyl]Ammonium chloride